(6-(2-chloro-5-fluorophenyl)-6-hydroxy-1-methyl-8-oxo-3-(2,2,2-trifluoroethyl)-3,6,7,8-tetrahydropyrrolo[3,4-e]indazol-5-yl)-3-fluoro-5-(trifluoromethyl)benzamide ClC1=C(C=C(C=C1)F)C1(NC(C=2C=3C(=NN(C3C=C(C21)C2=C(C(=O)N)C=C(C=C2F)C(F)(F)F)CC(F)(F)F)C)=O)O